C(#N)C=1C=C(C=CC1)C1=NN2C(N=C(C=C2)C(=O)N[C@H]2COC[C@H]2O)=C1C1=CC(=NC(=C1)C)C 2-(3-cyanophenyl)-3-(2,6-dimethyl-4-pyridyl)-N-[(3S,4S)-4-hydroxytetrahydrofuran-3-yl]pyrazolo[1,5-a]pyrimidine-5-carboxamide